FC(C1=NC=CC=C1C1CCN(CC1)C=O)(F)F {4-[2-(trifluoromethyl)pyridin-3-yl]piperidin-1-yl}methanone